C(C)(C)(C)OC(=O)N1CCC(CC1)C1=CC=C(C=C1)C=1C=C2C(=CC=NC2=CC1)NC=1C=CC2=C(N=CS2)C1.COS(=O)(=O)[O-].C(CC)[NH+](CC)CC propyl-diethyl-ammonium methyl-sulfate tert-butyl-4-(4-(4-(benzo[d]thiazol-5-ylamino)quinolin-6-yl)phenyl)piperidine-1-carboxylate